[6-[[5-(trifluoromethyl)-1H-pyrazol-4-yl]methyl]-2,6-diazaspiro[3.3]heptan-2-yl]-[6-[3-(trifluoromethyl)-1,2,4-triazol-1-yl]-2-azaspiro[3.3]heptan-2-yl]methanone FC(C1=C(C=NN1)CN1CC2(CN(C2)C(=O)N2CC3(C2)CC(C3)N3N=C(N=C3)C(F)(F)F)C1)(F)F